(2S,4S)-4-fluoro-glutamic acid F[C@@H](C[C@H](N)C(=O)O)C(=O)O